[PH4+].[PH3]=O phosphine oxide, phosphonium salt